BrC=1C(=C(SC1)C(=C)O[Si](CC)(CC)CC)F ((1-(4-bromo-3-fluorothiophen-2-yl)vinyl)oxy)triethylsilane